C(=O)(O)C=1C(=C(C(=O)NC2=NC=CC=C2)C=C(C1)O)O 2-(3-Carboxy-2,5-dihydroxybenzamido)pyridin